2,6-di-tert-butyl-4-isobutyl-phenol C(C)(C)(C)C1=C(C(=CC(=C1)CC(C)C)C(C)(C)C)O